1-(amino)cyclohexane NC1CCCCC1